6-(difluoromethyl)-5-fluoropyridinecarboxylic acid methyl ester COC(=O)C1=NC(=C(C=C1)F)C(F)F